1-benzyl-1H-pyrazole-4-carboxylic acid C(C1=CC=CC=C1)N1N=CC(=C1)C(=O)O